NCC1=CC=C(C=C1)CSC1=C(C(=NN1C(C1=C(C=CC=C1)OC)=O)C1C(OC1)C(F)(F)F)C#N 5-({[4-(Aminomethyl)phenyl]methyl}sulfanyl)-1-(2-methoxybenzoyl)-3-[2-(trifluoromethyl)oxetan-3-yl]-1H-pyrazol-4-carbonitril